4-methoxy-1H-imidazol COC=1N=CNC1